FC1(CN(CC[C@H]1NC1=NN2C(C(=N1)OC)=C(C=C2)C=2C=CC1=C(N(N=N1)[C@@H](CF)C)C2)C)F N-((R)-3,3-difluoro-1-methylpiperidin-4-yl)-5-(1-((R)-1-fluoropropan-2-yl)-1H-benzo[d][1,2,3]triazol-6-yl)-4-methoxypyrrolo[2,1-f][1,2,4]triazin-2-amine